3-(6-chloro-5-(2'-hydroxy-4',6'-dimethyl-[1,1'-biphenyl]-4-yl)-1H-indazol-3-yl)propanoic acid ClC1=C(C=C2C(=NNC2=C1)CCC(=O)O)C1=CC=C(C=C1)C1=C(C=C(C=C1C)C)O